N[S@](=NC(CC=1C(=C2CCCC2=CC1C(C)C)C(C)C)=O)(=O)C1=CN=C(S1)C(C)(C)O |o1:1| (R) or (S)-N-(amino(2-(2-hydroxypropan-2-yl)thiazol-5-yl)(oxo)-λ6-sulfaneylidene)-2-(4,6-diisopropyl-2,3-dihydro-1H-inden-5-yl)acetamide